4-Hydroxy-6-methyl-3-octanoyl-2H-pyran-2-one OC1=C(C(OC(=C1)C)=O)C(CCCCCCC)=O